8-(1,3-dimethyl-1H-pyrazol-4-yl)-3-methyl-1-(tetrahydro-2H-pyran-4-yl)imidazo[1,5-a]quinoxaline CN1N=C(C(=C1)C1=CC=C2N=CC=3N(C2=C1)C(=NC3C)C3CCOCC3)C